(2S,5R)-5-(2-chlorophenyl)-1-(4-(4,6-dimethoxypyrimidin-2-yl)benzoyl)pyrrolidine-2-carboxylic acid ClC1=C(C=CC=C1)[C@H]1CC[C@H](N1C(C1=CC=C(C=C1)C1=NC(=CC(=N1)OC)OC)=O)C(=O)O